C(C)N1C(OCC1)(CCC(C)C)C 3-ethyl-2-methyl-2-(3-methylbutyl)-1,3-Oxazolidine